BrC1C(CCC1=O)=O 2-bromocyclopentane-1,3-dione